C(#N)C1=CC(=C(COC=2C=CC(=C(C2)C2=CC(=CC=C2)F)F)C=C1)F 5'-((4-cyano-2-fluorobenzyl)oxy)-2',3-difluoro-[1,1'-biphenyl]